tert-butyl-4-(3-(2-allyl-6-(methylsulfonyl)-3-oxo-2,3-dihydro-1H-pyrazolo[3,4-d]pyrimidin-1-yl)phenoxy)piperidine-1-carboxylate C(C)(C)(C)OC(=O)N1CCC(CC1)OC1=CC(=CC=C1)N1N(C(C=2C1=NC(=NC2)S(=O)(=O)C)=O)CC=C